[P].[N].[Fe] Iron Nitrogen Phosphorus